COC(CC1C(C1C=1C(CCC1C)=O)(C)C)C 2-(3-(2-methoxypropyl)-2,2-dimethylcyclopropyl)-3-methylcyclopent-2-en-1-one